[Cl-].BrC1=C([Se][N+]=2C1=CC=C(C2)C(=O)OC)C2(CCCCC2)O 3-bromo-2-(1-hydroxycyclohexyl)-6-(methoxycarbonyl)-[1,2]selenazolo[2,3-a]pyridin-8-ium chloride